(R)-2-(4-(1-hydroxyethyl)pyridin-2-yl)-4-(trifluoromethyl)isoindolin-1-one O[C@H](C)C1=CC(=NC=C1)N1C(C2=CC=CC(=C2C1)C(F)(F)F)=O